The molecule is a threonic acid. It is a conjugate acid of a D-threonate. It is an enantiomer of a L-threonic acid. C([C@H]([C@@H](C(=O)O)O)O)O